CC1=C(C=CC(=C1)C)SC1=C(C=CC=C1)[N+](=O)[O-] (2,4-dimethylphenyl)(2-nitrophenyl)sulfane